(5s,8r)-N-(2,4-dichloro-6-methylbenzyl)-5-fluoro-8-hydroxy-5,6,7,8-tetrahydroquinoline-5-carboxamide ClC1=C(CNC(=O)[C@]2(C=3C=CC=NC3[C@@H](CC2)O)F)C(=CC(=C1)Cl)C